(4-(11H-benzo[4,5]thieno[3,2-b]carbazol-11-yl)phenyl)boronic acid C1=CC=CC2=C1C1=CC=3N(C4=CC=CC=C4C3C=C1S2)C2=CC=C(C=C2)B(O)O